C(C)(C)(C)OC(=O)NCCC(C(=O)OC)O methyl 4-(tert-butoxycarbonylamino)-2-hydroxybutyrate